CC1=CC=C(C=C1)S(=O)(=O)OC[C@@H](C)OC (R)-2-methoxypropyl 4-methylbenzenesulfonate